O1CCOC12CN(CC2)C=2C=C(C=NC2)C=2N=NN(C2)CC=2N=C1N(C=C(C=C1)CNCC13CC(C1)(C3)F)C2 1-(2-((4-(5-(1,4-dioxa-7-azaspiro[4.4]nonan-7-yl)pyridin-3-yl)-1H-1,2,3-triazol-1-yl)methyl)imidazo[1,2-a]pyridin-6-yl)-N-((3-fluorobicyclo[1.1.1]pentan-1-yl)methyl)methylamine